CC1=CC2=C(NC(CC(=N2)C2=CC(=CC=C2)C#C[Si](C)(C)C)=O)C=C1C(F)(F)F 7-Methyl-8-(trifluoromethyl)-4-(3-((trimethylsilyl)ethynyl)phenyl)-1H-benzo[b][1,4]diazepin-2(3H)-one